C(N)(=O)[C@@H]1N(CCN(C1)C(NC=1SC(=C(N1)C1=CC(=CC=C1)C#N)C1=CC(=NC(=C1)C)Cl)=O)C(=O)OC(C)(C)C tert-Butyl (2R)-2-carbamoyl-4-[[5-(2-chloro-6-methyl-4-pyridyl)-4-(3-cyanophenyl)thiazol-2-yl]carbamoyl]piperazine-1-carboxylate